FC(C1=CC=C(C=C1)C1=NOC(=N1)NC=1C=CC(=NC1)C#N)(F)F 5-((3-(4-(Trifluoromethyl)phenyl)-1,2,4-oxadiazol-5-yl)amino)picolinonitrile